CN1C(=NN=C1)CC1=CC=C(CN2C(NC3=C2C=CC=C3)=O)C=C1 1-(4-((4-methyl-4H-1,2,4-triazol-3-yl)methyl)benzyl)-1,3-dihydro-2H-benzo[d]imidazol-2-one